OC1=CC=C(C=C1)C1=NOC(=C1)C1=CC=C(C=C1)NC(C1=CC=C(C=C1)C)=O N-(4-(3-(4-hydroxyphenyl)isoxazol-5-yl)phenyl)-4-methylbenzamide